4-(3,4-dimethoxyphenyl)-2,6-diphenylpyrimidine COC=1C=C(C=CC1OC)C1=NC(=NC(=C1)C1=CC=CC=C1)C1=CC=CC=C1